decahydronaphtho[1,2-b]furan O1C=2C(CC1)CCC1CCCCC12